16,16-dimethoxy-3,5-hexadecadiene COC(CCCCCCCCCC=CC=CCC)OC